tert-butyl (4R)-4-[6-(6-tert-butyl-5-methyl-pyrrolo[2,3-b]pyrazin-3-yl)-6-oxo-hexyl]-2,2-dimethyl-oxazolidine-3-carboxylate C(C)(C)(C)C1=CC=2C(=NC(=CN2)C(CCCCC[C@H]2N(C(OC2)(C)C)C(=O)OC(C)(C)C)=O)N1C